8-[2-(5-ethylpyridin-2-yl)ethoxy]-6-methoxy-2-(3-trifluoromethyl-benzyl)-3,4-dihydroisoquinolin-1(2H)-one C(C)C=1C=CC(=NC1)CCOC=1C=C(C=C2CCN(C(C12)=O)CC1=CC(=CC=C1)C(F)(F)F)OC